(3-(2,2-Difluoroethyl)-2-methyl-3H-imidazo[4,5-b]pyridin-5-yl)boronic acid FC(CN1C(=NC=2C1=NC(=CC2)B(O)O)C)F